(R)-5-cyclopropyl-5-((R)-2-methyl-3-oxo-3-(5-(trifluoromethyl)isoindolin-2-yl)propyl)imidazolidine-2,4-dione C1(CC1)[C@@]1(C(NC(N1)=O)=O)C[C@H](C(N1CC2=CC=C(C=C2C1)C(F)(F)F)=O)C